(3-aminopiperidin-1-yl)(2-(6-(cyclopropylmethyl)-2-methyl-2,6-dihydropyrrolo[2,3-c]pyrazol-5-yl)-7-methoxy-1-methyl-1H-benzo[d]imidazol-5-yl)methanone hydrochloride Cl.NC1CN(CCC1)C(=O)C1=CC2=C(N(C(=N2)C2=CC=3C(=NN(C3)C)N2CC2CC2)C)C(=C1)OC